C(C=C)N1C(=NN=C1C1=CC(=CC=C1)[N+](=O)[O-])S 4-allyl-5-(3-nitrophenyl)-4H-1,2,4-triazole-3-thiol